1-cyclopropyl-N-(1-(1-(difluoromethyl)-1H-benzo[d]imidazol-2-yl)piperidin-4-yl)-3-(3-fluorophenyl)-1H-indazol-6-amine C1(CC1)N1N=C(C2=CC=C(C=C12)NC1CCN(CC1)C1=NC2=C(N1C(F)F)C=CC=C2)C2=CC(=CC=C2)F